C(C)(C)(C)OC(=O)O[C@@H]1[C@H]([C@H](N(C1)C(=O)OC(C)(C)C)CC1=CC=C(C=C1)OC)OC(COCCOCCOC)=O tert-butyl (2R,3S,4S)-4-[(tert-butoxycarbonyl)oxy]-3-({2-[2-(2-methoxyethoxy)ethoxy]acetyl}oxy)-2-[(4-methoxyphenyl)methyl]pyrrolidine-1-carboxylate